FC1=C(C=CC=C1)C1=NC=2C(=NC(=CC2)N2[C@@H]3CN[C@H](C2)CC3)N1C1=CC=NC=C1 (1S,4S)-2-[2-(2-fluorophenyl)-3-(pyridin-4-yl)-3H-imidazo[4,5-b]pyridin-5-yl]-2,5-diazabicyclo[2.2.2]octane